C123C(CCCCCC1)(O2)O3 diepoxycyclooctane